FC(C(=O)[NH-])=CC1=CC=C(C=C1)C1=NC(=NC=C1C1=CC(=C(C=C1)OC1=NC=CC(=N1)C)F)NC=1C=NN(C1)C1CCNCC1 2-Fluoro-N-(4-(5-(3-Fluoro-4-((4-methylpyrimidin-2-yl)oxy)phenyl)-2-((1-(piperidin-4-yl)-1H-pyrazol-4-yl)amino)pyrimidin-4-yl)phenyl)acryloylamide